bis(phenanthren-9-yl)-N,N'-diphenylbenzidine C1=CC=CC=2C3=CC=CC=C3C(=CC12)N(C1=CC=C(C2=CC=C(N(C3=CC=CC=C3)C=3C4=CC=CC=C4C=4C=CC=CC4C3)C=C2)C=C1)C1=CC=CC=C1